FC1=C(OC=2C3=C(N=CN2)CN(CC3)C(=O)OC(C)(C)C)C=CC(=C1)NC(=O)C=1C(N(C(N(C1)CCF)=O)C1=CC=C(C=C1)F)=O tert-butyl 4-(2-fluoro-4-(1-(2-fluoroethyl)-3-(4-fluorophenyl)-2,4-dioxo-1,2,3,4-tetrahydropyrimidine-5-Carboxamido)phenoxy)-5,6-dihydropyrido[3,4-d]pyrimidine-7(8H)-carboxylate